1-Isobutyl-2H-benzo[d][1,3]oxazine-2,4(1H)-dione C(C(C)C)N1C(OC(C2=C1C=CC=C2)=O)=O